(S)-2-((2-(6-carbonyl-2,7-dioxa-5-azaspiro[3.4]octan-5-yl)-5,6-dihydrobenzo[f]imidazo[1,2-d][1,4]oxazepin-9-yl)amino)propanamide C(=O)=C1N(C2(COC2)CO1)C=1N=C2N(CCOC3=C2C=CC(=C3)N[C@H](C(=O)N)C)C1